BrC1=C2N=C(C(=NC2=CC(=C1)C)C#N)Cl 5-bromo-3-chloro-7-methylquinoxaline-2-carbonitrile